(S)-2-[4-bromo-2-(4-methyl-3-isoxazolyl)phenoxy]propionic acid BrC1=CC(=C(O[C@H](C(=O)O)C)C=C1)C1=NOC=C1C